FC1=C(C(=C(C=C1F)F)F)N=C=O 2,3,5,6-tetrafluorophenyl isocyanate